ClP(C1=CC=C(C=C1)C)C1=CC=C(C=C1)C chlorodi(4-tolyl)phosphine